FCOC=1C=C(C=CC1NCC#CC=1N(C2=CC=CC(=C2C1)NC1CCC(CC1)N1CCOCC1)CC(F)(F)F)S(=O)(=O)N 3-(fluoromethoxy)-4-{[3-(4-{[(1R,4R)-4-(morpholin-4-yl)cyclohexyl]amino}-1-(2,2,2-trifluoroethyl)-1H-indol-2-yl)prop-2-yn-1-yl]amino}benzene-1-sulfonamide